NC1=NN2C(N=CC=C2)=C1C(=O)N[C@@H](C)C=1N(C(C=2C(=CC=C3C2C1CCC3)C#C)=O)C3=CC=CC=C3 (S)-2-amino-N-(1-(9-ethynyl-1-oxo-2-phenyl-2,4,5,6-tetrahydro-1H-benzo[de]isoquinolin-3-yl)ethyl)pyrazolo[1,5-a]pyrimidine-3-carboxamide